NC1=NC(=NC(=C1C(=O)N[C@@H](C)\C=C\S(=O)(=O)C)OC1=CC=CC=C1)C1CCCC1 (S,E)-4-amino-2-cyclopentyl-N-(4-(methylsulfonyl)but-3-en-2-yl)-6-phenoxypyrimidine-5-carboxamide